1-N-p-chlorophenyl-formamide ClC1=CC=C(C=C1)NC=O